4,4'-methylenediphenol di(β-aziridinyl propionate) N1(CC1)CCC(=O)O.N1(CC1)CCC(=O)O.C(C1=CC=C(C=C1)O)C1=CC=C(C=C1)O